Cyclopentyl-(5-ethyl-2-pyridin-2-yl-pyrimidin-4-yl)-amine C1(CCCC1)NC1=NC(=NC=C1CC)C1=NC=CC=C1